COC1=CC=C(C=C1)CNC(=O)NC1=CC=C(C=C1)CN1CCN(CC1)CC(=O)NC 2-(4-{[4-({[(4-methoxyphenyl)methyl]amino}carbonylamino)phenyl]methyl}piperazinyl)-N-methylacetamide